6-(dibenzylamino)-2'-(((2R,7aS)-2-fluorotetrahydro-1H-pyrrolizin-7a(5H)-yl)methoxy)-4'-(1,4-oxazepan-4-yl)-5',8'-dihydrospiro[isochromane-4,7'-pyrano[4,3-d]pyrimidine]-5-carbonitrile C(C1=CC=CC=C1)N(C1=C(C2=C(C=C1)COCC21CC=2N=C(N=C(C2CO1)N1CCOCCC1)OC[C@]12CCCN2C[C@@H](C1)F)C#N)CC1=CC=CC=C1